C(C)(C)(C)OC(=O)N1[C@@H](CN([C@H](C1)C)C1=NC(=NC2=C(C(=C(C=C12)OC(F)F)Br)F)Cl)C (2r,5s)-4-(7-bromo-2-chloro-6-(difluoromethoxy)-8-fluoroquinazolin-4-yl)-2,5-dimethylpiperazine-1-carboxylic acid tert-butyl ester